ClCC=1C=C2C=C(C(OC2=CC1)=O)C(=O)OC1=CC=C(C=C1)N1CCNCC1 4-(piperazin-1-yl)phenyl 6-(chloromethyl)-2-oxo-2H-chromene-3-carboxylate